CN1NC=2CN(CCC2C1C(=O)OCC)C(=O)OC(C)(C)C 6-tert-butyl 3-ethyl 2-methyl-1,4,5,7-tetrahydropyrazolo[3,4-c]pyridine-3,6-dicarboxylate